C(C)(C)(C)OOC(=O)C=1C=C(C(=O)C2=CC(=C(C=C2)C(=O)OOC(C)(C)C)C(=O)OOC(C)(C)C)C=CC1C(=O)OOC(C)(C)C 3,3',4,4'-tetrakis(tert-butylperoxycarbonyl)benzophenone